CNC(O[C@@H](C(C1=CC=CC=C1)C(C)(C)C)C(N[C@@H](CC1=CC=C(C=C1)NS(=O)(=O)O)C=1SC=C(N1)C1=CC=CC=C1)=O)=O {1-[1-(4-Phenylthiazol-2-yl)-(S)-2-(4-sulfoaminophenyl) ethylcarbamoyl]Tert-butyl-(S)-2-phenylethyl} methylcarbamate